5-amino-4,5,6,7-tetrahydrobenzo[b]thiophene-3-carbonitrile hydrochloride Cl.NC1CC2=C(SC=C2C#N)CC1